2,6-bis(benzyloxy)-4-methoxybenzaldehyde C(C1=CC=CC=C1)OC1=C(C=O)C(=CC(=C1)OC)OCC1=CC=CC=C1